tert-butyl 6-(2-chloropyrimidin-5-yl)-2-azaspiro[3.3]hept-6-ene-2-carboxylate ClC1=NC=C(C=N1)C=1CC2(CN(C2)C(=O)OC(C)(C)C)C1